O1C(CC=CC1)=O pyran-2(6H)-one